(R)-1-phenethyl-piperidin-3-amine C(CC1=CC=CC=C1)N1C[C@@H](CCC1)N